CN(CCNC=1C(=CC=C(C1)NC1=CC=CC=C1)C1=CC=CC=C1)C N2-(2-(dimethylamino)ethyl)-N4-phenyl-[1,1'-biphenyl]-2,4-diamine